FC=1C=CC(=C(C1)C1CCN(CC1)[C@@H]1COC2(CN(C2)C2=NOC=N2)C1)OC1CCOCC1 (S)-7-(4-(5-fluoro-2-((tetrahydro-2H-pyran-4-yl)oxy)phenyl)piperidin-1-yl)-2-(1,2,4-oxadiazol-3-yl)-5-oxa-2-azaspiro[3.4]octane